tert-butyl (R)-(cyclobutylmethyl)(1-(6-((4-(5-methoxypyridazin-3-yl)-1H-1,2,3-triazol-1-yl)methyl)pyridin-3-yl)piperidin-3-yl)carbamate C1(CCC1)CN(C(OC(C)(C)C)=O)[C@H]1CN(CCC1)C=1C=NC(=CC1)CN1N=NC(=C1)C=1N=NC=C(C1)OC